BrC1=C(C=C(C=C1)Cl)C(C(=O)OC)(C)C methyl 2-(2-bromo-5-chlorophenyl)-2-methylpropionate